COC(=O)C=1C(=NC=NC1)NC=1C=CC=C2CCCN(C12)S(=O)(=O)C 4-((1-(methylsulfonyl)-1,2,3,4-tetrahydroquinolin-8-yl)amino)pyrimidine-5-carboxylic acid methyl ester